(E)-1-(benzo[d]thiazol-7-yl)-2-cyano-3-(((3s,5s,7s)-3,5,7-trifluoroadamantan-1-yl)methyl)guanidine S1C=NC2=C1C(=CC=C2)N\C(=N\C#N)\NCC21CC3(CC(CC(C2)(C3)F)(C1)F)F